4-chloro-5-fluoro-1'-(1H-indazole-5-carbonyl)-1-[2-(3-methoxypyrrolidin-1-yl)-2-oxoethyl]spiro[indole-3,4'-piperidin]-2-one ClC1=C2C(=CC=C1F)N(C(C21CCN(CC1)C(=O)C=1C=C2C=NNC2=CC1)=O)CC(=O)N1CC(CC1)OC